3-(4-fluorophenyl)prop-2-yn-1-ol FC1=CC=C(C=C1)C#CCO